NC1=NC(=CC(=N1)N1[C@@H](COCCC1)C=1C=C(C=CC1Cl)NC(C(F)F)=O)C |r| (±)-N-(3-(4-(2-amino-6-methylpyrimidin-4-yl)-1,4-oxazepan-3-yl)-4-chlorophenyl)-2,2-difluoroacetamide